1,4-dimethyl-6-(4-(1'-methyl-[1,4'-bipiperidin]-4-yl)phenyl)-2-(4-(methylsulfonyl)phenyl)-1H-benzo[d]imidazole CN1C(=NC2=C1C=C(C=C2C)C2=CC=C(C=C2)C2CCN(CC2)C2CCN(CC2)C)C2=CC=C(C=C2)S(=O)(=O)C